(Z)-(2-(heptadeca-8-en-1-yl)-1,3-dioxolan-4-yl)methanol C(CCCCCC\C=C/CCCCCCCC)C1OCC(O1)CO